N1=CC(=CC=C1)CN1C(=NC2=C1C=CC=C2)C=2C=NSN2 4-[1-(pyridin-3-ylmethyl)benzimidazol-2-yl]-1,2,5-thiadiazole